The molecule is an alkene that is pentacosane which has been dehydrogenated to introduce a double bond at the 1-2 position. It has a role as an animal metabolite. It derives from a hydride of a pentacosane. CCCCCCCCCCCCCCCCCCCCCCCC=C